(2R)-2-(tert-butoxycarbonylamino)-3-(4-methoxycarbonyl-5-methyl-2-nitro-phenyl)thio-propionic acid C(C)(C)(C)OC(=O)N[C@H](C(=O)O)CSC1=C(C=C(C(=C1)C)C(=O)OC)[N+](=O)[O-]